methyl 1-(4-(1-methylcyclopropyl)phenyl)-6-oxo-1,6-dihydropyridazine-4-carboxylate CC1(CC1)C1=CC=C(C=C1)N1N=CC(=CC1=O)C(=O)OC